(2-phenylimidazo[1,2-a]pyridin-3-yl)(4-(pyridin-3-yl)piperazin-1-yl)methanone C1(=CC=CC=C1)C=1N=C2N(C=CC=C2)C1C(=O)N1CCN(CC1)C=1C=NC=CC1